N1C=CC2=[13CH]C=CC=C12 indole-4-13C